IC=1C=C(C=C(C1OC)OC)C1=NC2=C(N1[C@H]1C[C@@H](CC1)C(NC)=O)C=C(C=C2)C(=O)NCCCN2CCN(CC2)C2=CC=CC=C2 2-(3-iodo-4,5-dimethoxyphenyl)-1-((1R,3R)-3-(methylcarbamoyl)cyclopentyl)-N-(3-(4-phenylpiperazin-1-yl)propyl)-1H-benzo[d]imidazole-6-carboxamide